4-pentylnonan-1-amine C(CCCC)C(CCCN)CCCCC